methyl 2-methylpyrazolo[1,5-a]pyridine-5-carboxylate CC1=NN2C(C=C(C=C2)C(=O)OC)=C1